C(C)(C)N1C(C2=CC=C(C=C2C1)NC1=CC=C(C=C1)N1CCC(CC1)C(F)(F)F)=O 2-isopropyl-5-((4-(4-(trifluoromethyl)piperidin-1-yl)phenyl)amino)isoindolin-1-one